2-(1-Isopropyl-4-methyl-1H-pyrazol-5-yl)-4-(methylthio)-7,8-dihydroquinazoline C(C)(C)N1N=CC(=C1C1=NC=2CCC=CC2C(=N1)SC)C